C/C/1=C/CCC(=C)C2CC(C2CC1)(C)CO 14-Hydroxycaryophyllene